FC(OC1=CC=C(C=C1)S(=O)(=O)N1CC2=C(C1)CN(C2)C([C@@H](C2=CC=CC=C2)O)=O)F (2R)-1-{5-[4-(difluoromethoxy)benzenesulfonyl]-1H,2H,3H,4H,5H,6H-pyrrolo[3,4-c]pyrrol-2-yl}-2-hydroxy-2-phenylethan-1-one